N-(1-(tert-butyl)-6-cyano-4-fluoro-1H-benzo[d]imidazol-2-yl)-3,3-dimethylbutanamide C(C)(C)(C)N1C(=NC2=C1C=C(C=C2F)C#N)NC(CC(C)(C)C)=O